CN1CCN(CC1)C1=CC=C(C=C1)NC=1N=CC2=C(N1)N=C(C=C2C#C[Si](C(C)C)(C(C)C)C(C)C)NC(OCC2=CC=CC=C2)=O benzyl (2-((4-(4-methylpiperazin-1-yl)phenyl)amino)-5-((triisopropylsilyl)ethynyl)pyrido[2,3-d]pyrimidin-7-yl)carbamate